cis-2-(2-hydroxyethyl)-N-(3-(2-methoxyphenyl)-1-((2-(trimethylsilyl)ethoxy)methyl)-1H-pyrrolo[2,3-b]pyridin-6-yl)cyclopropanecarboxamide OCC[C@@H]1[C@@H](C1)C(=O)NC1=CC=C2C(=N1)N(C=C2C2=C(C=CC=C2)OC)COCC[Si](C)(C)C